3-Hydroxy-2-(1-((4-(3-methoxypropoxy)-3-methylpyridin-2-yl)methyl)-3-(trifluoromethyl)-1H-pyrazole-4-carbonyl)-5,5-dimethylcyclohex-2-en-1-one OC1=C(C(CC(C1)(C)C)=O)C(=O)C=1C(=NN(C1)CC1=NC=CC(=C1C)OCCCOC)C(F)(F)F